OC1(CCOCC1)CNC(=O)C1=NC=NC(=C1)C1=CC(=C(C=C1)Cl)Cl 6-(3,4-dichloro-phenyl)-pyrimidine-4-carboxylic acid (4-hydroxy-tetrahydro-pyran-4-ylmethyl)-amide